(S)-t-butyl (3-(2-amino-3-hydroxypropyl)phenyl)carbamate N[C@@H](CC=1C=C(C=CC1)NC(OC(C)(C)C)=O)CO